Tert-butyl 3-(5-bromo-2-nitro-anilino)propanoate BrC=1C=CC(=C(NCCC(=O)OC(C)(C)C)C1)[N+](=O)[O-]